(S)-N-(1-(4-(tert-butyl)phenyl)ethyl)-1-(cyclopropylmethyl)-2-methyl-1H-indole-6-carboxamide C(C)(C)(C)C1=CC=C(C=C1)[C@H](C)NC(=O)C1=CC=C2C=C(N(C2=C1)CC1CC1)C